[1-(2-Dimethylaminoethylcarbamoyl)cyclopropyl]Carbamic acid tert-butyl ester C(C)(C)(C)OC(NC1(CC1)C(NCCN(C)C)=O)=O